5-(8-fluoro-[1,2,4]triazolo[1,5-a]pyridin-6-yl)-N-(trans-4-morpholinocyclohexyl)-7H-pyrrolo[2,3-d]pyrimidin-4-amine FC=1C=2N(C=C(C1)C1=CNC=3N=CN=C(C31)N[C@@H]3CC[C@H](CC3)N3CCOCC3)N=CN2